C(C)(C)N1CCC(CC1)(C)CC#N (1-Isopropyl-4-methylpiperidin-4-yl)acetonitrile